(4-(9H-carbazol-9-yl)-2-(phenylamino)phenyl)boronic acid C1=CC=CC=2C3=CC=CC=C3N(C12)C1=CC(=C(C=C1)B(O)O)NC1=CC=CC=C1